ClC=1C=C(C(=O)O)C=C(C1NC(=O)C=1C(=NC(=NC1)NC1=CC=C(C=C1)N1CCN(CC1)C)NC1=C(C=CC=C1)NC(C=C)=O)C 3-chloro-5-methyl-4-(2-{[4-(4-methylpiperazin-1-yl)phenyl]amino}-4-{[2-(prop-2-enamido)phenyl]amino}pyrimidine-5-amido)benzoic acid